ClC=1C=CC(=C(C1)N1CC(N(CC1=O)C(C(=O)O)CC1=C(C=C(C=C1)F)F)=O)N1N=NC(=C1)Cl 2-(4-(5-chloro-2-(4-chloro-1H-1,2,3-triazol-1-yl)phenyl)-2,5-dioxopiperazin-1-yl)-3-(2,4-difluorophenyl)propanoic acid